ClC1=NC=C(C=N1)OC1=CN=C(S1)NC(=O)C1CC(C1)OC N-(5-((2-chloropyrimidin-5-yl)oxy)thiazol-2-yl)-3-methoxycyclobutane-1-carboxamide